2-[[4-[[3-(methanesulfonamido)-7-morpholino-1,6-naphthyridin-5-yl]oxy]cyclohexyl]amino]pyrimidine-4-carboxylic acid CS(=O)(=O)NC=1C=NC2=CC(=NC(=C2C1)OC1CCC(CC1)NC1=NC=CC(=N1)C(=O)O)N1CCOCC1